6-cyclopropyl-4-fluoronicotinaldehyde C1(CC1)C1=NC=C(C=O)C(=C1)F